4,7-dimethyloct-2,6-dienal CC(C=CC=O)CC=C(C)C